3-[(3-chloro-5-fluorobenzyl)sulfanyl]-5-propyl-[1,2,4]triazolo[4,3-a]pyrimidin-7(8H)-one ClC=1C=C(CSC2=NN=C3N2C(=CC(N3)=O)CCC)C=C(C1)F